C(C)[C@H]1[C@H](NC([C@@H]1O)=O)COC1=NC=CC2=CC(=C(C=C12)OC)C(=O)N 1-{[(2s,3s,4r)-3-ethyl-4-hydroxy-5-oxopyrrolidin-2-yl]methoxy}-7-methoxyisoquinoline-6-carboxamide